N1=C(N=CC=C1)N1N=CC(=C1C(F)(F)F)C(=O)Cl 1-(pyrimidin-2-yl)-5-(trifluoromethyl)-1H-pyrazole-4-carbonyl chloride